C1(=CC(=CC(=C1)NC(C(C)(C)C)=O)NC(C(C)(C)C)=O)NC(C(C)(C)C)=O N,N',N''-1,3,5-benzenetriyltris(2,2-dimethylpropanamide)